5-bromo-3-Chloro-2-(2H-1,2,3-triazol-2-yl)pyridine BrC=1C=C(C(=NC1)N1N=CC=N1)Cl